2,4-dimethyl-5-vinyl-phenol CC1=C(C=C(C(=C1)C)C=C)O